3-((4-isopropyl-1-methylcyclohex-3-en-1-yl)thio)propanoic acid C(C)(C)C1=CCC(CC1)(C)SCCC(=O)O